BrC=1C=C(N)C(=CC1)Cl 3-bromo-6-chloroaniline